aluminum bis(propyl acetoacetate) mono(ethyl acetoacetate) C(C)CC(CC(=O)[O-])=O.C(CC)CC(CC(=O)[O-])=O.C(CC)CC(CC(=O)[O-])=O.[Al+3]